ClC=1C=C(C=CC1Cl)CS(=O)(=O)NC1=C(N=CS1)C(=O)O 5-{[(3,4-dichlorophenyl)methyl]sulfonamido}-1,3-thiazole-4-carboxylic acid